C12(CC3CC(CC(C1)C3)C2)P(CCCC)C23CC1CC(CC(C2)C1)C3 Bis(adamantan-1-yl)(butyl)phosphine